2-benzyl-4-methyl-N-(3-(methylsulfonamido)phenyl)thiazolidine-5-carboxamide C(C1=CC=CC=C1)C1SC(C(N1)C)C(=O)NC1=CC(=CC=C1)NS(=O)(=O)C